(2S)-4,4-Difluoro-2-(4-fluorophenyl)-N-{4-[3-(4-fluorophenyl)-5-methyl-4-oxo-4,5-dihydro-1H-pyrrolo[3,2-c]pyridin-2-yl]pyridin-2-yl}butanamid FC(C[C@H](C(=O)NC1=NC=CC(=C1)C1=C(C=2C(N(C=CC2N1)C)=O)C1=CC=C(C=C1)F)C1=CC=C(C=C1)F)F